C(C1=CC=C(C=C1)OC)(=O)OC(C1=CC=C(C=C1)OC)=O anisic acid anhydride